O[C@@H]([C@H](C)NC(CCC1=NC=2C(=NC=CC2)N1CC1=CC=C(C=C1)OC(F)(F)F)=O)C1=CC=CC=C1 N-((1S,2R)-2-Hydroxy-1-methyl-2-phenylethyl)-3-[3-(4-trifluoromethoxybenzyl)-3H-imidazo[4,5-b]pyridin-2-yl]-propionamid